anti-N-glycolyl-neuraminic acid C(CO)(=O)N[C@@H]1[C@H](CC(C(O)=O)(O)O[C@H]1[C@H](O)[C@H](O)CO)O